3-chloromethyl-hexahydro-cyclohexa[1,2-b]oxirane ClCC1CC2C(O2)CC1